tert-butyl (S)-2-((2S,4R)-5-chloro-6-fluoro-4-(3-fluoro-2-(2-hydroxyethoxy)-5-(methylcarbamoyl)pyridin-4-yl)-2-phenyl-2,3-dihydrobenzofuran-2-yl)pyrrolidine-1-carboxylate ClC=1C(=CC2=C(C[C@](O2)(C2=CC=CC=C2)[C@H]2N(CCC2)C(=O)OC(C)(C)C)C1C1=C(C(=NC=C1C(NC)=O)OCCO)F)F